(4-bromophenyl)-3,5-diisopropyl-pyrazole BrC1=CC=C(C=C1)C=1C(=NNC1C(C)C)C(C)C